C1=NC=CC2=C(C=CC=C12)S(=O)(=O)N1CCNCCC1 1-(5-isoquinolinylsulfonyl)homopiperazine